C/C(=C\\COP(=O)([O-])OP(=O)([O-])[O-])/CC[C@H]1[C@@]2(CCCC([C@H]2CC[C@]1(C)O)(C)C)C The molecule is an organophosphate oxoanion obtained by deprotonation of the diphosphate OH groups of ent-copal-8-ol diphosphate; major species at pH 7.3. It is a conjugate base of an ent-copal-8-ol diphosphate.